N-(5-(3,4-dimethylcinnolin-6-yl)thiazol-2-yl)-2-hydroxy-2-methylpropanamide CC=1N=NC2=CC=C(C=C2C1C)C1=CN=C(S1)NC(C(C)(C)O)=O